4-(5-(difluoromethyl)-1,3,4-thiadiazol-2-yl)-8-((3R,5S)-3-(2-hydroxypropan-2-yl)-5-methylpiperazin-1-yl)-2-methyl-N-(1-methylcyclopropyl)quinazoline-6-sulfonamide FC(C1=NN=C(S1)C1=NC(=NC2=C(C=C(C=C12)S(=O)(=O)NC1(CC1)C)N1C[C@@H](N[C@H](C1)C)C(C)(C)O)C)F